C1([C@H](O)[C@H](O)[C@H](O1)CO)C1=NC(=C2NC=NC2=N1)NC(CCCC[C@@H]1SC[C@@H]2NC(=O)N[C@H]12)=O D-ribofuranosyl-N6-Biotinyl-adenine